CC(C=CC=CC)C dimethyl-2,4-hexadiene